CC(C)(C)[S@@](=O)NC1CC2(C1)CCNCC2 (R)-2-methyl-N-(7-azaspiro[3.5]nonan-2-yl)propane-2-sulfinamide